6-(trifluoromethyl)pyridine-2-carbonitrile FC(C1=CC=CC(=N1)C#N)(F)F